2-(7-cyclohexylheptyl)isoindole-1,3-dione C1(CCCCC1)CCCCCCCN1C(C2=CC=CC=C2C1=O)=O